Cl.FC1=C(C=CC=C1C[C@@H]1NC2CC([C@@H]1NS(=O)(=O)C)C2)C2=C(C(=C(C(=C2[2H])[2H])[2H])[2H])[2H] N-[(3S,4S)-3-{[2-fluoro(2',3',4',5',6'-2H5)[biphenyl]-3-yl]methyl}-2-azabicyclo[3.1.1]heptan-4-yl]methanesulfonamide hydrochloride